CC(C)OC(NCC(CC(CCNC(OC(C)C)=O)C)(C)C)=O 2,7,7,9,15-Pentamethyl-4,13-Dioxo-3,14-dioxa-5,12-diazahexadecan